CC1=C(C=CC=C1)N1N=C(C=C1)C1CCNCC1 4-[1-(2-methylphenyl)-1H-pyrazol-3-yl]piperidine